FC=1C(=CN(C1)[Si](C(C)C)(C(C)C)C(C)C)B(O)O 4-FLUORO-1-(TRIISOPROPYLSILYL)-PYRROL-3-YLBORONIC ACID